2-(3-Methoxybenzyl)-2H-indazole-6-carboxylic acid COC=1C=C(CN2N=C3C=C(C=CC3=C2)C(=O)O)C=CC1